COC([C@@H](NC(C1=CC(=C(C=C1)OC(F)F)OCC1CC1)=O)CC1=CC=C(C=C1)O)=O (3-(cyclopropylmethoxy)-4-(difluoromethoxy)benzoyl)-L-tyrosine methyl ester